C1N(CCC2=CC=CC=C12)C[C@H](CN1C(C2=CC=C(C=C2CC1)OC1CN(CC1)CC)=O)O 2-[(2R)-3-(3,4-dihydro-1H-isoquinolin-2-yl)-2-hydroxy-propyl]-6-(1-ethylpyrrolidin-3-yl)oxy-3,4-dihydroisoquinolin-1-one